FC(C)[N] 1-fluoroethyl-nitrogen